C(C)(C)(C)OC(N[C@@]1(CN(CC1)C=1C(=NC=CC1C(NC(C1CCCCC1)C1CCCCC1)=O)C1=CC(=CC(=C1)F)F)C)=O (S)-(1-(4-((dicyclohexylmethyl)carbamoyl)-2-(3,5-difluorophenyl)pyridin-3-yl)-3-methylpyrrolidin-3-yl)carbamic acid tert-butyl ester